bromochlorodifluoromethane BrC(F)(F)Cl